O=C1NC(CCC1C1=CC=C(C(=N1)C)N1CCC(CC1)C=O)=O 1-(6-(2,6-dioxopiperidin-3-yl)-2-methylpyridin-3-yl)piperidine-4-carbaldehyde